3-ethoxycyclopent-2-en-1-one C(C)OC1=CC(CC1)=O